P(=O)(OC(COOOOOCCCCCCCCCC)C)([O-])[O-] decyloxy-tetraoxypropylene phosphate